5'-methoxy-2-(trifluoromethyl)-1'-((4-(trifluoromethyl)phenyl)sulfonyl)-2',3'-dihydro-1'H-spiro[cyclohexane-1,4'-quinoline] COC1=C2C3(CCN(C2=CC=C1)S(=O)(=O)C1=CC=C(C=C1)C(F)(F)F)C(CCCC3)C(F)(F)F